5-methyl-8-(methyl-(p-tolyl)amino)-6-oxo-5,6-dihydro-1,5-naphthyridine-2-carbonitrile CN1C=2C=CC(=NC2C(=CC1=O)N(C1=CC=C(C=C1)C)C)C#N